C(C)(C)(C)OC(=O)N1CC=2N=CN=C(C2CC1)OC 4-methoxy-5,8-dihydropyrido[3,4-d]pyrimidine-7(6H)-carboxylic acid tert-butyl ester